tert-butyl 2-(2-amino-5-(((tert-butoxycarbonyl)amino)methyl)phenyl)acetate NC1=C(C=C(C=C1)CNC(=O)OC(C)(C)C)CC(=O)OC(C)(C)C